methyl 2-(6-(((1S,3S,4R)-3-amino-4-hydroxycyclopentyl)oxy)-2'-cyclobutyl-3'-fluoro-[1,1'-biphenyl]-3-yl)-2-methylpropanoate N[C@H]1C[C@@H](C[C@H]1O)OC1=CC=C(C=C1C1=C(C(=CC=C1)F)C1CCC1)C(C(=O)OC)(C)C